FC=1C=C2C(=NC=NC2=CC1)N1CC=2C=C(C(=NC2CC1)[2H])N1CC(OCC1)(C)C 4-(6-(6-fluoroquinazolin-4-yl)-5,6,7,8-tetrahydro-1,6-naphthyridin-3-yl-2-d)-2,2-dimethylmorpholine